C1(CC1)C1=NC=NC(=C1C1=NC=C(C(=N1)OCC1=CC=C(C=C1)C=1N(C=C(N1)C(F)(F)F)C)NCCCOC)OC 2-(4-cyclopropyl-6-methoxy-pyrimidin-5-yl)-N-(3-methoxypropyl)-4-[[4-[1-methyl-4-(trifluoromethyl)imidazol-2-yl]phenyl]methoxy]pyrimidin-5-amine